FC1=C(/C=C/C=2C=C(C(=C(C=O)C2)O)OC)C=CC(=C1)F (E)-5-(2,4-difluorostyryl)-2-hydroxy-3-methoxybenzaldehyde